FC(C1=NC=CC(=C1)NC(=O)[N-]C1=C[N+](=NO1)CC1=CC=C(C=C1)C=1C(=NC=NC1)C(F)(F)F)(F)F ((2-(Trifluoromethyl)pyridin-4-yl)carbamoyl)(3-(4-(4-(trifluoromethyl)pyrimidin-5-yl)benzyl)-1,2,3-oxadiazol-3-ium-5-yl)amide